FC1=CN=CC=2CN(CCOC21)C(=O)C2(CCN(CC2)C2=NC=C(C=N2)F)OC (9-fluoro-3,5-dihydro-2H-pyrido[3,4-f][1,4]oxazepin-4-yl)-[1-(5-fluoropyrimidin-2-yl)-4-methoxy-4-piperidyl]methanone